5-Cyano-N-(4-(4-(2-fluoroethyl)piperazin-1-yl)-2-(piperidin-1-yl)phenyl)furan-2-carboxamide silicon [Si].C(#N)C1=CC=C(O1)C(=O)NC1=C(C=C(C=C1)N1CCN(CC1)CCF)N1CCCCC1